COC1=NC(=CC=C1NC(=O)C=1C(=NOC1C)C1=CC=CC=C1)C1=C2CNC(C2=CC=C1)=O N-(2-Methoxy-6-(1-oxoisoindolin-4-yl)pyridin-3-yl)-5-methyl-3-phenylisoxazole-4-carboxamide